2-[5,6-difluoro-2-[[6-methoxy-5-[2-(trimethylammonio)ethoxy]-1,3-benzothiazol-2-yl]methylcarbamoyl]indan-2-yl]acetate FC=1C=C2CC(CC2=CC1F)(C(NCC=1SC2=C(N1)C=C(C(=C2)OC)OCC[N+](C)(C)C)=O)CC(=O)[O-]